6-(γ,γ-dimethylallylamino)-purine CC(=CCNC1=C2NC=NC2=NC=N1)C